(R)-6-(((R)-1-(5-chloropyridin-2-yl)ethyl)amino)-2-((4-fluoro-3,5-dimethylphenyl)amino)-N-hydroxyhexanamide ClC=1C=CC(=NC1)[C@@H](C)NCCCC[C@H](C(=O)NO)NC1=CC(=C(C(=C1)C)F)C